2,6-dihydroxy-4-isobutoxybenzoate OC1=C(C(=O)[O-])C(=CC(=C1)OCC(C)C)O